BrC=1C=C(C=C(C1)C)C1CC(C1)=O 3-(3-bromo-5-methylphenyl)cyclobutan-1-one